[6-[(5-methylsulfonyl-2-pyridinyl)methyl]-2-azaspiro[3.3]heptan-2-yl]-[6-[3-(trifluoromethyl)-1,2,4-triazol-1-yl]-2-azaspiro[3.3]heptan-2-yl]methanone CS(=O)(=O)C=1C=CC(=NC1)CC1CC2(CN(C2)C(=O)N2CC3(C2)CC(C3)N3N=C(N=C3)C(F)(F)F)C1